BrC1=C(C=NN1C)C=O 5-Bromo-1-methyl-1H-pyrazole-4-carbaldehyde